2-(trifluoromethyl)vinyl-boronic acid pinacol ester FC(C=CB1OC(C)(C)C(C)(C)O1)(F)F